C(C)(C)(C)[Si](C=1C=C(C=C(C(=O)O)C1)C(=O)O)(F)C(C)(C)C 5-(Di-tert-Butylfluorosilyl)isophthalic acid